(3-(6-morpholino-1H-benzo[d]imidazol-2-yl)-1H-indazol-5-yl)(2,6-diazaspiro[3.3]heptan-2-yl)methanone O1CCN(CC1)C=1C=CC2=C(NC(=N2)C2=NNC3=CC=C(C=C23)C(=O)N2CC3(C2)CNC3)C1